ClC1=C(C=C2CCN(CC2=C1)C(C(F)(F)F)=O)NC1=NC=C(C(=N1)C=1SC(=C(C1)S(=O)(=O)C)C=1CCOCC1)C(F)(F)F 1-(7-chloro-6-((4-(5-(3,6-dihydro-2H-pyran-4-yl)-4-(methylsulfonyl)thiophen-2-yl)-5-(trifluoromethyl)pyrimidin-2-yl)amino)-3,4-dihydroisoquinolin-2(1H)-yl)-2,2,2-trifluoroethan-1-one